1-(2,2-difluorocyclopropyl)-3-(5-((R)-2-(2,5-difluorophenyl)-4,4-difluoropyrrolidin-1-yl)-2-fluoropyrazolo[1,5-a]pyrimidin-3-yl)urea FC1(C(C1)NC(=O)NC=1C(=NN2C1N=C(C=C2)N2[C@H](CC(C2)(F)F)C2=C(C=CC(=C2)F)F)F)F